FC1=NC=2NC(NC(C2N1)=O)=O fluoroxanthine